N-{2-Methoxy-6-[4-(propan-2-yl)piperazin-1-yl]phenyl}-4-[4-(trifluoromethoxy)phenyl]piperidine-1-carboxamide COC1=C(C(=CC=C1)N1CCN(CC1)C(C)C)NC(=O)N1CCC(CC1)C1=CC=C(C=C1)OC(F)(F)F